6-amino-5-chloronicotinonitrile NC1=NC=C(C#N)C=C1Cl